4-(4-(1-(2-((2-((carboxymethyl)amino)-2-oxoethyl)(methyl)amino)-2-oxoethyl)-5'-fluoro-1'-methyl-1H,1'H-[4,6'-biindazol]-3-yl)piperidin-1-yl)-4-oxobutanoic acid C(=O)(O)CNC(CN(C(CN1N=C(C=2C(=CC=CC12)C1=C(C=C2C=NN(C2=C1)C)F)C1CCN(CC1)C(CCC(=O)O)=O)=O)C)=O